FC=1C=C(C=CC1)NC(=O)NC=1N=C(C2=C(N1)N=CC=C2)NCC=2C(=NC=CC2)C(F)(F)F 1-(3-fluorophenyl)-3-(4-(((2-(trifluoromethyl)pyridin-3-yl)methyl)amino)pyrido[2,3-d]pyrimidin-2-yl)urea